(3-fluoro-2-(pyrimidin-2-yl)phenyl)((1S,4S,6R)-6-((2-methoxyethyl)(5-(trifluoromethyl)pyridin-2-yl)amino)-2-azabicyclo[2.2.1]heptan-2-yl)methanone FC=1C(=C(C=CC1)C(=O)N1[C@@H]2[C@@H](C[C@H](C1)C2)N(C2=NC=C(C=C2)C(F)(F)F)CCOC)C2=NC=CC=N2